N-[[6-[3-(Dimethylamino)anilino]-2-pyridyl]sulfonyl]-2-(2,2,4-trimethylpyrrolidin-1-yl)pyridin-3-carboxamid CN(C=1C=C(NC2=CC=CC(=N2)S(=O)(=O)NC(=O)C=2C(=NC=CC2)N2C(CC(C2)C)(C)C)C=CC1)C